FC(C)(F)C1=NC=CC(=N1)NC1=CC(=NC=C1C1=NC=NC(=C1)OC(F)F)NC(C)=O N-(4-((2-(1,1-difluoroethyl)pyrimidin-4-yl)amino)-5-(6-(difluoromethoxy)pyrimidin-4-yl)pyridin-2-yl)acetamide